[Pd].[Pd].C(=O)C(C(C)=O)(C=O)C=O trimethoylacetone dipalladium